2-methoxy-10-butylacridin COC1=CC=2CC3=CC=CC=C3N(C2C=C1)CCCC